N-[3-fluoro-4-[(6-methyl-7-pyridin-3-yl-1,5-naphthyridin-4-yl)oxy]phenyl]-5-(4-fluorophenyl)-4-hydroxy-6-methylpyridine-3-carboxamide FC=1C=C(C=CC1OC1=CC=NC2=CC(=C(N=C12)C)C=1C=NC=CC1)NC(=O)C=1C=NC(=C(C1O)C1=CC=C(C=C1)F)C